4-amino-N-[(5-ethynylpyridin-2-yl)methyl]-7-methyl-N-(1-methylpyrazol-4-yl)-1,3-dihydrofuro[4,3-c]quinoline-8-carboxamide NC1=NC=2C=C(C(=CC2C2=C1COC2)C(=O)N(C=2C=NN(C2)C)CC2=NC=C(C=C2)C#C)C